N-(3-(tert-butyl)isoxazol-5-yl)-6-((5-methoxypyridin-3-yl)methyl)-4,5,6,7-tetrahydrothieno[2,3-c]pyridine-3-carboxamide C(C)(C)(C)C1=NOC(=C1)NC(=O)C1=CSC=2CN(CCC21)CC=2C=NC=C(C2)OC